tert-butyl 4-{[7-(trifluoromethanesulfonyloxy)-1,8-naphthyridin-3-yl]amino}piperidine-1-carboxylate FC(S(=O)(=O)OC1=CC=C2C=C(C=NC2=N1)NC1CCN(CC1)C(=O)OC(C)(C)C)(F)F